ClC1=CC(=C2C(C(=CN(C2=N1)C1=NC(=NS1)Cl)C(=O)OCC)=O)C ethyl 7-chloro-1-(3-chloro-1,2,4-thiadiazol-5-yl)-5-methyl-4-oxo-1,4-dihydro-1,8-naphthyridine-3-carboxylate